1-[(3R)-3-({6-[2-hydroxy-4-(trifluoromethyl)phenyl]-5-methylpyridazin-3-yl}amino)-[1,4'-bipiperidine]-1'-carbonyl]piperidin-4-ol OC1=C(C=CC(=C1)C(F)(F)F)C1=C(C=C(N=N1)N[C@H]1CN(CCC1)C1CCN(CC1)C(=O)N1CCC(CC1)O)C